3-(10,11-dihydro-5H-dibenzo[a,d][7]annulen-5-yl)-N-(4-(trifluoromethoxy)phenyl)piperidine-1-carboxamide C1=CC=CC=2C(C3=C(CCC21)C=CC=C3)C3CN(CCC3)C(=O)NC3=CC=C(C=C3)OC(F)(F)F